FC1(CNCC12CN(C2)C(=O)[O-])F 8,8-difluoro-2,6-diazaspiro[3.4]octane-2-carboxylate